B(C1=CC(=C(C=C1)C(=O)NCC2=CC=CC=C2)Cl)(O)O 3-CHLORO-4-(N-BENZYLCARBAMOYL)PHENYLBORONIC ACID